6-(4-cyanophenoxy)-N-methylpicolinamide C(#N)C1=CC=C(OC2=CC=CC(=N2)C(=O)NC)C=C1